N1=C(N=CC=C1)C1(CC1)NC(=O)[C@@H]1CN(CC[C@H]1NC(=O)C1=NOC(=C1)C1CC1)CC1CC1 |r| racemic-(3R,4R)-4-[(5-cyclopropyl-isoxazole-3-carbonyl)-amino]-1-cyclopropylmethyl-piperidine-3-carboxylic acid (1-pyrimidin-2-yl-cyclopropyl)-amide